NC(C(=O)NC1=CC=CC=C1)(CCCC)CCCC 2-Amino-2-butyl-N-phenylhexanamide